C1=CC(=C(C=C1C(=O)O)C(=O)O)C2=C3C=CC(=N)C(=C3OC4=C2C=CC(=C4S(=O)(=O)[O-])N)S(=O)(=O)[O-] The molecule is the dianion of Alexa Fluor 488 meta-isomer. It has a role as a fluorochrome. It is a xanthene dye and an organosulfonate oxoanion.